(E)-2-[2-[6-chloropyrimidin-4-yloxy]phenyl]-3-methoxyacrylic acid methyl ester COC(\C(=C\OC)\C1=C(C=CC=C1)OC1=NC=NC(=C1)Cl)=O